BrC1=CC(=CC(=N1)N1CCOCC1)F 4-(6-bromo-4-fluoropyridin-2-yl)morpholine